1-Fluoro-2-[8-(5-{[(5-Fluoro-2,3-dihydro-1-benzofuran-4-yl)methyl]amino}-[1,2,4]Triazolo[4,3-c]pyrimidin-8-yl)-[1,2,4]triazolo[1,5-a]pyridin-5-yl]propan-2-ol FCC(C)(O)C1=CC=C(C=2N1N=CN2)C=2C=1N(C(=NC2)NCC2=C(C=CC3=C2CCO3)F)C=NN1